(1R,2S)-2-[3-({6-[(2R,6S)-2,6-dimethylmorpholin-4-yl]-5-methoxy-2-methylpyrimidin-4-yl}amino)-1H-indazol-6-yl]-5'-methoxyspiro[cyclopropane-1,3'-indol]-2'(1'H)-one C[C@@H]1CN(C[C@@H](O1)C)C1=C(C(=NC(=N1)C)NC1=NNC2=CC(=CC=C12)[C@@H]1C[C@@]12C(NC1=CC=C(C=C21)OC)=O)OC